(R)-N8-(3-aminopropyl)-N2-(3-chloro-4-fluorophenyl)-N4-(1-cyclopropylethyl)quinazoline-2,4,8-triamine NCCCNC=1C=CC=C2C(=NC(=NC12)NC1=CC(=C(C=C1)F)Cl)N[C@H](C)C1CC1